(5R)-N-[(3S)-6-fluoro-8-methyl-4-oxo-3,5-dihydro-2H-1,5-benzoxazepin-3-yl]-5-propyl-5,6,7,8-tetrahydro-[1,2,4]triazolo[1,5-a]pyridine-2-carboxamide FC1=CC(=CC2=C1NC([C@H](CO2)NC(=O)C2=NN1C(CCC[C@H]1CCC)=N2)=O)C